2-benzyl-N-(8-fluoro-3-quinolyl)-2,4-di-methyl-pentanamide C(C1=CC=CC=C1)C(C(=O)NC=1C=NC2=C(C=CC=C2C1)F)(CC(C)C)C